4-amino-N-methyl-N-((4S)-7-(trifluoromethyl)-3,4-dihydro-2H-chromen-4-yl)-1,3-dihydrofuro[3,4-c]quinoline-8-carboxamide NC1=NC=2C=CC(=CC2C2=C1COC2)C(=O)N([C@H]2CCOC1=CC(=CC=C21)C(F)(F)F)C